furfural levulinate C(CCC(=O)C)(=O)O.C(C1=CC=CO1)=O